ClC1=CC=C(C=C1)NS(=O)(=O)C1=CC=C(C=C1)C N-(4-chlorophenyl)-4-methyl-benzenesulfonamide